hydroxybut-2-enamide OC(C(=O)N)=CC